C(C)(C)(C)OC(=O)N1[C@@H](CC2=CC=CC=C12)C (R)-2-methylindoline-1-carboxylic acid tert-butyl ester